3-{4-[8-amino-3-ethyl-5-(piperazin-1-ylmethyl)imidazo[1,5-a]pyrazin-1-yl]-3-fluorophenyl}-1-[3-(trifluoromethyl)phenyl]urea NC=1C=2N(C(=CN1)CN1CCNCC1)C(=NC2C2=C(C=C(C=C2)NC(NC2=CC(=CC=C2)C(F)(F)F)=O)F)CC